(1S,3S,5S)-2-((4-(3-(methoxycarbonyl)phenoxy)butanoyl)glycyl)-5-methyl-2-azabicyclo[3.1.0]hexane-3-carboxylic acid COC(=O)C=1C=C(OCCCC(=O)NCC(=O)N2[C@H]3C[C@]3(C[C@H]2C(=O)O)C)C=CC1